2-methyl-propane-2-sulfinic acid [dihydro-furan-(3Z)-ylidene]-amide O1C\C(\CC1)=N/S(=O)C(C)(C)C